OC1=CC2=C(C(OC2C2=C(NC3=CC=CC=C23)CN2CCCC2)=O)C=C1 5-hydroxy-3-{2-[(pyrrolidin-1-yl)methyl]-1H-indol-3-yl}-1,3-dihydro-2-benzofuran-1-one